C(/C1=CC=CC=C1)=C/1\C=NC2=CC=CC=C12 (E)-3-benzylideneindole